p-methylphenylalanine CC1=CC=C(C[C@H](N)C(=O)O)C=C1